lithium(1+) 6-(2-{2-azaspiro[3.4]octan-2-yl}ethyl)pyridine-2-carboxylate C1N(CC12CCCC2)CCC2=CC=CC(=N2)C(=O)[O-].[Li+]